4-((1H-Indazol-5-yl)ethynyl)-N-((2,2-difluorobenzo[d][1,3]dioxol-5-yl)methyl)-[2,4'-bipyrimidin]-2'-amine N1N=CC2=CC(=CC=C12)C#CC1=NC(=NC=C1)C1=NC(=NC=C1)NCC1=CC2=C(OC(O2)(F)F)C=C1